(1,3-bis(trimethylphenyl)imidazolin-2-ylidene)(tricyclohexylphosphine) CC1=C(C(=C(C=C1)N1C(N(CC1)C1=C(C(=C(C=C1)C)C)C)=C1C(CCCC1)P(C1CCCCC1)C1CCCCC1)C)C